(R)-5-(2-amino-[1,2,4]triazolo[1,5-a]pyridin-7-yl)-N-(1-(2-fluoro-5-(trifluoromethoxy)phenyl)ethyl-2,2,2-d3)-2-methylnicotinamide NC1=NN2C(C=C(C=C2)C=2C=NC(=C(C(=O)N[C@H](C([2H])([2H])[2H])C3=C(C=CC(=C3)OC(F)(F)F)F)C2)C)=N1